tert-butyl (3R,5S)-3-(3-((7-amino-4-methyl-2,3-dioxo-1,2,3,4-tetrahydroquinoxalin-5-yl)oxy)propyl)-4,4-difluoro-5-methylpiperidine-1-carboxylate NC1=CC(=C2N(C(C(NC2=C1)=O)=O)C)OCCC[C@@H]1CN(C[C@@H](C1(F)F)C)C(=O)OC(C)(C)C